CC1CC(CCCCCCCCCCC=C1)=O 3-methyl-cyclopentadec-4-en-1-one